(phenyl)(5-n-butyl-2-thienyl)methylene(cyclopentadienyl)(2,7-di-tert-butylfluorenyl)hafnium C1(=CC=CC=C1)C(=[Hf](C1=C(C=CC=2C3=CC=C(C=C3CC12)C(C)(C)C)C(C)(C)C)C1C=CC=C1)C=1SC(=CC1)CCCC